(2R,4R)-N1-(5-Chloropyridin-2-yl)-N2-(5-((+)-3-cyclopropyl-1-(methylamino)-1-(2-methylpyridin-4-yl)propyl)-2-fluorophenyl)-4-methoxypyrrolidine-1,2-dicarboxamide ClC=1C=CC(=NC1)NC(=O)N1[C@H](C[C@H](C1)OC)C(=O)NC1=C(C=CC(=C1)C(CCC1CC1)(C1=CC(=NC=C1)C)NC)F